N-({4-[(1-isopropylpiperidin-4-yl)amino]-3-nitrophenyl}sulfonyl)-2-(1H-pyrrolo[2,3-b]pyridin-5-yloxy)benzamide C(C)(C)N1CCC(CC1)NC1=C(C=C(C=C1)S(=O)(=O)NC(C1=C(C=CC=C1)OC=1C=C2C(=NC1)NC=C2)=O)[N+](=O)[O-]